rac-2-{6-bromoimidazo[1,2-a]pyridin-2-yl}-1,4-dimethylpyrrolidine BrC=1C=CC=2N(C1)C=C(N2)C2N(CC(C2)C)C